N-[(1S)-1-cyclohexyl-2-[4-(3,5-dimethyl-1H-pyrazol-4-yl)anilino]-2-oxo-ethyl]-1-methyl-cyclopropanecarboxamide C1(CCCCC1)[C@@H](C(=O)NC1=CC=C(C=C1)C=1C(=NNC1C)C)NC(=O)C1(CC1)C